tert-butyl ((3'-(2,4-dioxo-3-((2-(trimethylsilyl)ethoxy)methyl)tetrahydropyrimidin-1(2H)-yl)-[1,1'-biphenyl]-4-yl)methyl)carbamate O=C1N(CCC(N1COCC[Si](C)(C)C)=O)C=1C=C(C=CC1)C1=CC=C(C=C1)CNC(OC(C)(C)C)=O